(3-Methyl-1,2,3-oxadiazol-3-ium-5-yl)((3-(2-phenylacetamido)-5-(trifluoromethyl)-phenyl)carbamoyl)amide C[N+]1=NOC(=C1)[N-]C(NC1=CC(=CC(=C1)C(F)(F)F)NC(CC1=CC=CC=C1)=O)=O